N-(3-cyclohexylpropyl)-4-methoxybenzenesulfonamide C1(CCCCC1)CCCNS(=O)(=O)C1=CC=C(C=C1)OC